N-(2-Cyclohexyl-4-(4-(trifluoromethyl)phenethyl)phenyl)heptanamid C1(CCCCC1)C1=C(C=CC(=C1)CCC1=CC=C(C=C1)C(F)(F)F)NC(CCCCCC)=O